trimethylene diacrylate C(C=C)(=O)OCCCOC(C=C)=O